6H-DIBENZO(b,d)PYRAN-3-OL C1=CC(=CC=2OCC3=C(C21)C=CC=C3)O